5-amino-8-(2,6-dimethyl-1-oxo-pyridin-1-ium-4-yl)-7-phenyl-2-(pyridazin-3-ylmethyl)-[1,2,4]triazolo[4,3-c]pyrimidin-3-one NC1=NC(=C(C=2N1C(N(N2)CC=2N=NC=CC2)=O)C2=CC([N+](C(=C2)C)=O)C)C2=CC=CC=C2